CN1C2=C(OC[C@@H](C1)NC(C1=NC=CC(=C1)OC1=CC=CC=C1)=O)C=CC(=C2)C#CC2(COC2)OC(CCC(=O)O)=O (R)-4-((3-((5-methyl-3-(4-phenoxypicolinamido)-2,3,4,5-tetrahydrobenzo[b][1,4]oxazepin-7-yl)ethynyl)oxetan-3-yl)oxy)-4-oxobutanoic acid